CC(C)C(CCCCCCCC)C 2,3-dimethylundecane